(S)-2-(4-(((5-fluoro-6-(3-(4-(trifluoromethyl)phenyl)morpholino)pyrimidin-4-yl)amino)methyl)piperidin-1-yl)acetamide FC=1C(=NC=NC1N1[C@H](COCC1)C1=CC=C(C=C1)C(F)(F)F)NCC1CCN(CC1)CC(=O)N